FC1(CN(CCC1N1CCNCC1)C=1C=C2C(N(C(C2=CC1)=O)N1C(NC(CC1)=O)=O)=O)F 5-(3,3-difluoro-4-(piperazin-1-yl)piperidin-1-yl)-2-(2,4-dioxotetrahydropyrimidine-1(2H)-yl)isoindoline-1,3-dione